C1(=CC=CC=C1)C=1C(C(C2=CC=CC=C2C1)=C)C1=NOC=C1 phenyl-isoxazolyl-methylene-naphthalene